bis-allyl-propylene glycol C(C=C)C(C(C)O)(CC=C)O